C1(CCC1)C1=C(C=CC=C1)C1=C(C=2N=C(N=C(C2C=N1)N1C[C@@H](NCC1)CC#N)OC[C@]12CCCN2C[C@@H](C1)F)F 2-((2S)-4-(7-(2-Cyclobutylphenyl)-8-fluoro-2-(((2R,7aS)-2-fluorotetrahydro-1H-pyrrolizin-7a(5H)-yl)methoxy)pyrido[4,3-d]pyrimidin-4-yl)piperazin-2-yl)acetonitrile